NC=1N=C(C2=C(C=CC=C2C1)Cl)C1=C(C=2N=C(N=C(C2C=N1)N([C@H]1CNCC1)C)OC[C@]12CCCN2C[C@@H](C1)F)F 7-(3-amino-8-chloroisoquinolin-1-yl)-8-fluoro-2-(((2R,7aS)-2-fluorohexahydro-1H-pyrrolizin-7a-yl)methoxy)-N-methyl-N-((R)-pyrrolidin-3-yl)pyrido[4,3-d]pyrimidin-4-amine